5-iodo-7-(prop-2-yn-1-yl)-7H-pyrrolo[2,3-d]Pyrimidin-4-amine IC1=CN(C=2N=CN=C(C21)N)CC#C